BrC=1C=NN(C1CCOC1=C2CN(CC2=CC=C1)C(=O)OC(C)(C)C)C tert-Butyl 4-[2-(4-bromo-1-methyl-1H-pyrazol-5-yl)ethoxy]-1,3-dihydro-2H-isoindole-2-carboxylate